5-(2-methylpentoxycarbonyl)-bicyclo[2.2.1]hept-2-ene CC(COC(=O)C1C2C=CC(C1)C2)CCC